O1C(=CC=C1)CSCCC(=O)OCCCC butyl 3-((furan-2-ylmethyl)thio)propanoate